FC1=C(C(=C(C(=C1F)F)F)F)SC1=C(C(=C(C(=C1F)F)F)F)F perfluorophenyl sulfide